C(=C)SC=1SC2=C(N1)C=CC(=C2)C 2-vinylthio-6-methylbenzothiazole